tert-butyl 4-(5-((3-methoxypyrazin-2-yl)methyl)-6-oxo-5,6-dihydropyrido[2,3-b]pyrazin-7-yl)piperidine-1-carboxylate COC=1C(=NC=CN1)CN1C(C(=CC=2C1=NC=CN2)C2CCN(CC2)C(=O)OC(C)(C)C)=O